N1N=CC=2C1=NC(=CN2)N2C1CC(CC2CC1)NC(OC(C)(C)C)=O tert-Butyl N-[exo-8-{1H-pyrazolo[3,4-b]pyrazin-6-yl}-8-azabicyclo[3.2.1]octan-3-yl]carbamate